C1(=CC=CC=C1)C1=C([O-])C(=CC=C1)C1=CC=CC=C1 (2,6-diphenyl)phenoxid